CN(C1CCN(CC1)C1=NC(=C(C=2N1C=CN2)C2=CC(=C(C=C2)CO)C)C2=CC=C(C#N)C=C2)C 4-{5-[4-(dimethylamino)piperidin-1-yl]-8-[4-(hydroxymethyl)-3-methylphenyl]imidazo[1,2-c]pyrimidin-7-yl}benzonitrile